C(C)(C)(C)OC(=O)N[C@H](C(=O)OCC=C)C(C1=CC=CC=C1)C1=CC=CC=C1 Allyl (S)-2-((tert-butoxycarbonyl)amino)-3,3-diphenylpropanoate